dimethylsilylethyltetrasulfide C[SiH](C)SSSSCC